FC1(CCN(CC1)C1=NC(=CC(=N1)C=1N=NN(C1)C1=C(C=C(C=C1)NS(=O)(=O)C)N1CCC2(CC2)CC1)C)F N-(4-(4-(2-(4,4-difluoropiperidin-1-yl)-6-methylpyrimidin-4-yl)-1H-1,2,3-triazol-1-yl)-3-(6-azaspiro[2.5]octan-6-yl)phenyl)methanesulfonamide